C(C1CO1)OCCCS(=O)(=O)O 3-sulfopropyl glycidyl ether